trifluoromethylthiooxindole FC(F)(F)N1C(CC2=CC=CC=C12)=S